COC(C)(CCC[Sn])OC 2,2-dimethoxy-5-pentyltin